3,6,6-trimethyl-5,6-dihydro-4H-thieno[2,3-c]pyrrol-4-one CC1=CSC=2C(NC(C21)=O)(C)C